ethyl 6-(((1-cyanocyclopropyl) methyl) amino)-5-nitropyridinecarboxylate C(#N)C1(CC1)CNC1=C(C=CC(=N1)C(=O)OCC)[N+](=O)[O-]